CS(=O)(=O)OCCC1=NC(=C(C(=C1C=1OC(=NN1)C)C=1SC(=CC1)C(NCC1=CC(=C(C=C1)F)F)=O)C(N)=O)CC(C)C 2-[5-carbamoyl-4-[5-[(3,4-difluorophenyl)methylcarbamoyl]-2-thienyl]-6-isobutyl-3-(5-methyl-1,3,4-oxadiazol-2-yl)-2-pyridyl]ethyl methanesulfonate